N-(2-chloro-3-(7-chloro-2,4-dioxa-1,2-dihydropteridin-3(4H)-yl)phenyl)pyridine-2-carboxamide ClC1=C(C=CC=C1N1ONC2=NC(=CN=C2O1)Cl)NC(=O)C1=NC=CC=C1